CC1=CN=C(S1)C=1C=C(C(=O)NCC=2N=NC(=CC2)C(F)(F)F)C=C(C1)OC1COC1 3-(5-Methyl-1,3-thiazol-2-yl)-5-(oxetan-3-yloxy)-N-{[6-(trifluoromethyl)-pyridazin-3-yl]methyl}benzamide